4-[6-Methoxy-5-(1-oxo-2-isoquinolyl)indazol-2-yl]cyclohexanecarbaldehyde COC=1C(=CC2=CN(N=C2C1)C1CCC(CC1)C=O)N1C(C2=CC=CC=C2C=C1)=O